N-(2-(2-(2-(2-((R)-3-((5-chloro-4-(1H-indol-3-yl)pyrimidin-2-yl)amino)piperidin-1-yl)ethoxy)ethoxy)ethoxy)ethyl)-2-((2-(2,6-dioxopiperidin-3-yl)-1,3-dioxoisoindolin-4-yl)oxy)acetamide ClC=1C(=NC(=NC1)N[C@H]1CN(CCC1)CCOCCOCCOCCNC(COC1=C2C(N(C(C2=CC=C1)=O)C1C(NC(CC1)=O)=O)=O)=O)C1=CNC2=CC=CC=C12